ClC1=C(C=C(C=C1)C=1C=C2C(=NC1)N(C(N2CC=2C=NC=C(C2)F)=O)C)OC(F)F 6-[4-chloro-3-(difluoromethoxy)phenyl]-1-[(5-fluoro-3-pyridyl)methyl]-3-methyl-imidazo[4,5-b]pyridin-2-one